(2S)-3-[3-(methoxycarbonyl)phenyl]-2-[(3R)-pyrrolidin-3-yl]propionic acid hydrochloride Cl.COC(=O)C=1C=C(C=CC1)C[C@H](C(=O)O)[C@@H]1CNCC1